C(C)(C)(C)OC(N(CC=1NC2=CC(=CC=C2C1)CNC(=O)C=1N=C2C=3N(N=CC3OCCN2)C1)CC1CCC1)=O (Cyclobutylmethyl)((6-((7,8-dihydro-6H-9-oxa-2,2a,5,6-tetraazabenzo[cd]azulene-4-carboxamido)methyl)-1H-indol-2-yl)methyl)carbamic acid tert-butyl ester